FC1=C2C=C(NC2=CC=C1OC1=CC=NC2=CC(=C(C=C12)OC)OCC1(CC1)N)C 1-[[4-[(4-fluoro-2-methyl-1H-indol-5-yl)-oxy]-6-methoxyquinolin-7-yl]oxymethyl]cyclopropan-1-amine